BrC=1C=NC(=NC1)C1(CC(C1)=C)C#N 1-(5-bromopyrimidin-2-yl)-3-methylenecyclobutane-1-carbonitrile